FC1=CN=C2NC(=NC2=C1C1CCN(CC1)C(=O)C1=CC=C(C=C1)OC(F)(F)F)C1CCNCC1 {4-[6-fluoro-2-(4-piperidyl)-3H-1,3,4-triazainden-7-yl]-1-piperidyl}(p-trifluoromethoxyphenyl)methanone